CSC(=S)OC=1C=C2CN(CC2=CC1)C(=O)OC(C)(C)C tert-butyl 5-(((methylthio)carbonothioyl)oxy)isoindoline-2-carboxylate